(tert-Butoxycarbonyl)glycyl-glycine C(C)(C)(C)OC(=O)NCC(=O)NCC(=O)O